C(C=C)NC=1C(=C(C=NC1)CC1=C(C(=NC=C1)NS(NC)(=O)=O)F)C 4-[[5-(allylamino)-4-methyl-3-pyridyl]methyl]-3-fluoro-N-(methylsulfamoyl)pyridin-2-amine